C(C)(C)(C)OC(=O)N1[C@H](C[C@@](C1)(C1=CC=CC=C1)O)C(NC1=C(C=CC(=C1)C(CCC1CC1)(N[S@](=O)C(C)(C)C)C1=CC(=CC=C1)C#N)F)=O (2R,4S)-2-(5-((-)-1-(3-cyanophenyl)-3-cyclopropyl-1-((R)-1,1-dimethylethylsulfinamido)propyl)-2-fluorophenylcarbamoyl)-4-hydroxy-4-phenylpyrrolidine-1-carboxylic acid tert-butyl ester